[C@H]1(CCC2=CC=CC=C12)NC(=O)C=1SC(=CC1)C1=C(C(=NC=2[C@@H](CNC(C12)=O)C(C)C)CCC1=CC=C(C=C1)F)C=1OC(=NN1)C N-((R)-2,3-dihydro-1H-inden-1-yl)-5-((R)-2-(4-fluorophenethyl)-8-isopropyl-3-(5-methyl-1,3,4-oxadiazol-2-yl)-5-oxo-5,6,7,8-tetrahydro-1,6-naphthyridin-4-yl)thiophene-2-carboxamide